COC1=CC(=C(C=C1)CCC1CN(C1)C(=O)OC(C)(C)C)C(F)(F)F tert-butyl 3-[2-[4-methoxy-2-(trifluoromethyl)phenyl]ethyl]azetidine-1-carboxylate